N-((S)-((R)-2'-iodo-6,6'-dimethyl-[1,1'-biphenyl]-2-yl)(4-methoxyphenyl)-λ4-sulfaneylidene)benzamide IC1=C(C(=CC=C1)C)C1=C(C=CC=C1C)[S@@](=NC(C1=CC=CC=C1)=O)C1=CC=C(C=C1)OC